(3-(4-(2-bromobenzoyl)phenoxy)propyl)nicotinamide BrC1=C(C(=O)C2=CC=C(OCCCC3=C(C(=O)N)C=CC=N3)C=C2)C=CC=C1